CC(C(=O)O)CCCCCOC1=CC(=CC=C1)[N+](=O)[O-] methyl-7-(3-nitro-phenoxy)-heptanoic acid